(1R)-1-{5-[3-(trifluoromethoxy)phenyl]-1,3,4-oxadiazol-2-yl}-6-azaspiro[2.5]octane-6-sulfonamide FC(OC=1C=C(C=CC1)C1=NN=C(O1)[C@@H]1CC12CCN(CC2)S(=O)(=O)N)(F)F